N,N,N-tris(2-hydroxyethyl)ammonium OCC[NH+](CCO)CCO